N=1C=NN2C1C=CC(=C2)C=2N(N=C1C(N(CCC12)C1=CC=C(C=C1)S(=O)(=O)NC)=O)C1=NC(=CC=C1)C 4-(3-([1,2,4]triazolo[1,5-a]pyridin-6-yl)-2-(6-methylpyridin-2-yl)-7-oxo-4,5-dihydro-2H-pyrazolo[3,4-c]pyridin-6(7H)-yl)-N-methylbenzenesulfonamide